cinnamic acid (cinnamate) C(C=CC1=CC=CC=C1)(=O)O.C(C=CC1=CC=CC=C1)(=O)O